methyl 4,5-dihydro-2H,5'H-spiro[furan-3,7'-furo[3,4-d]pyrimidine]-2'-carboxylate N1=C(N=CC2=C1C1(OC2)COCC1)C(=O)OC